C(C1=CC=CC=C1)C1=NC2=C(N1)C=CC(=C2)NC(CC2(CCCCC2)CNC(OC(C)(C)C)=O)=O tert-Butyl N-[[1-[2-[(2-benzyl-1H-benzimidazol-5-yl)amino]-2-oxo-ethyl]cyclohexyl] methyl]carbamate